4-amino-3,6-dichloro-pyridine-2-carboxylate NC1=C(C(=NC(=C1)Cl)C(=O)[O-])Cl